3-chloro-N-((5-cyclopropyl-1H-indazol-yl)methyl)-4-(difluoromethoxy)-benzamide ClC=1C=C(C(=O)NCN2N=CC3=CC(=CC=C23)C2CC2)C=CC1OC(F)F